C(C1=CC=CC=C1)C1=C(C=CC=C1)N=NC1(C(N2C(SC1)=NC1=C2C=CC=C1)=O)C 3-((2-Benzylphenyl)diazenyl)-3-methyl-2,3-dihydro-4H-benzo[4,5]imidazo[2,1-b][1,3]thiazin-4-one